2,2,4,4-tetra-n-pentylcyclobutane-1,3-diol C(CCCC)C1(C(C(C1O)(CCCCC)CCCCC)O)CCCCC